FC1=C(C=C(C=C1)F)C1=NOC(=C1)CN1C=C2C(C=C1)=NC(=N2)C=2C=C(N(C)C)C=CC2 3-(5-((3-(2,5-difluorophenyl)isoxazol-5-yl)methyl)-5H-imidazo[4,5-c]pyridin-2-yl)-N,N-dimethylaniline